(R)-tert-butyl 4-(8-(4-([1,2,4]triazolo[1,5-a]pyridin-7-yloxy)-2-fluoro-3-methylphenylamino) pyrimido[5,4-d]pyrimidin-2-yl)-2-methylpiperazine-1-carboxylate N=1C=NN2C1C=C(C=C2)OC2=C(C(=C(C=C2)NC2=NC=NC1=C2N=C(N=C1)N1C[C@H](N(CC1)C(=O)OC(C)(C)C)C)F)C